FC1(CC=C(C=C1)C1=CC=CC=C1)F 4,4-difluorobiphenyl